(R or S)-2-(2,4-difluoro-5-((S or R)-1-(((R)-phenyl((R)-1,2,3,4-tetrahydropyrido[2,3-b]pyrazin-3-yl)methyl)amino)propan-2-yl)phenyl)propanoic acid FC1=C(C=C(C(=C1)F)[C@@H](CN[C@@H]([C@H]1CNC2=C(N1)N=CC=C2)C2=CC=CC=C2)C)[C@H](C(=O)O)C |o1:8,29|